[Na].P(=O)(OC)(O)O methyl dihydrogen phosphate monosodium salt